N-(4-(4-(2-oxa-7-azaspiro[4.4]nonan-7-yl)-7H-pyrrolo[2,3-d]pyrimidin-6-yl)phenyl)-4-(((R)-3-aminopiperidin-1-yl)methyl)pyridine-2-carboxamide C1OCCC12CN(CC2)C=2C1=C(N=CN2)NC(=C1)C1=CC=C(C=C1)NC(=O)C1=NC=CC(=C1)CN1C[C@@H](CCC1)N